BrC=1C=C2C(=NC=NC2=CC1)NC(C(=O)NCCCC)C 2-((6-bromo-4-quinazolinyl)amino)-N-butylpropionamide